2-(1-methylcyclopropyl)-N-(4-(methylsulfonyl)but-3-en-2-yl)-4-phenoxypyrimidine-5-carboxamide CC1(CC1)C1=NC=C(C(=N1)OC1=CC=CC=C1)C(=O)NC(C)C=CS(=O)(=O)C